3,5-dichloro-N-(2-(5-(5-(2-cyclopentylethyl)-1,2,4-oxadiazol-3-yl)-1H-benzo[d]imidazol-1-yl)ethyl)benzamide ClC=1C=C(C(=O)NCCN2C=NC3=C2C=CC(=C3)C3=NOC(=N3)CCC3CCCC3)C=C(C1)Cl